1-[(1S,9S)-4-methoxy-17-methyl-17-azatetracyclo[7.5.3.01,10.02,7]heptadeca-2(7),3,5-trien-5-yl]-1,3,3-trimethylurea COC1=CC=2[C@@]34C([C@H](CC2C=C1N(C(=O)N(C)C)C)N(CC4)C)CCCC3